tert-butyl 3-[2-[2-[3-[2-(2,6-dioxo-3-piperidyl)-1-oxo-isoindolin-4-yl]prop-2-ynoxy]ethoxy]ethoxy]propanoate O=C1NC(CCC1N1C(C2=CC=CC(=C2C1)C#CCOCCOCCOCCC(=O)OC(C)(C)C)=O)=O